2-chloro-7-(1,4-dimethyl-1H-pyrazol-5-yl)thieno[3,2-d]pyrimidine ClC=1N=CC2=C(N1)C(=CS2)C2=C(C=NN2C)C